CC1=CC=CC(=N1)C1=C(C=NN1)C=1N=C2C=C(C=NC2=CC1)C(=O)OCCN1CCCC1 2-pyrrolidin-1-ylethyl 6-[5-(6-methyl-2-pyridyl)-1H-pyrazol-4-yl]-1,5-naphthyridine-3-carboxylate